ClC1=C(C=CC=C1)C1=CC=2N(C(N(C(C2S1)=O)C1=CN=CC2=CC=CC=C12)=O)CCC(=O)NC 3-(6-(2-chlorophenyl)-3-(isoquinolin-4-yl)-2,4-dioxo-3,4-dihydrothieno[3,2-d]pyrimidin-1(2H)-yl)-N-methylpropanamide